C1=CC=C(C=C1)NCNC2=CC=CC=C2 N,N'-diphenylmethylenediamine